CC1CC(OC(C1)=O)=O 4-methyldihydro-2H-pyran-2,6(3H)-dione